FC1CN(CCC1)CC1=CC=C(C=C1)C=1C=C2C(=NC1)NC=C2C=2C=NC(=CC2)OC 5-(4-((3-fluoropiperidin-1-yl)methyl)phenyl)-3-(6-methoxypyridin-3-yl)-1H-pyrrolo[2,3-b]pyridine